N[C@H](C)C=1C=C(C=CC1)C1=NN2C(C(=N1)C(=O)NC1=C(C=CC=C1)CC(=O)O)=CC=C2 (R)-2-(2-(2-(3-(1-aminoethyl)phenyl)pyrrolo[2,1-f][1,2,4]triazine-4-carboxamido)phenyl)acetic acid